C(=O)(OC(C)(C)C)N1C(CN(CC1)C(=O)OC(C)(C)C)CO 1,4-di-Boc-2-hydroxymethylpiperazine